COC1=CC=C(CN(S(=O)(=O)C2=C(C=CC(=C2C=2N=NN(N2)CC2=CC=C(C=C2)OC)I)S(=O)(=O)C[C@@H](CNC(OC(C)(C)C)=O)NC(OC(C)(C)C)=O)CC2=CC=C(C=C2)OC)C=C1 (R)-di-tert-butyl (3-((2-(N,N-bis(4-methoxybenzyl)sulfamoyl)-4-iodo-3-(2-(4-methoxybenzyl)-2H-tetrazol-5-yl)phenyl)sulfonyl)propane-1,2-diyl)dicarbamate